FC([C@H]1NCCC1)(F)F (S)-2-trifluoromethylpyrrolidine